bis-(2,6-dimethoxybenzoyl)-2,4,4-trimethylbenzylphosphine oxide COC1=C(C(=O)P(CC2=C(CC(C=C2)(C)C)C)(C(C2=C(C=CC=C2OC)OC)=O)=O)C(=CC=C1)OC